3-(4-(8-bromoquinoxalin-2-yl)-1H-pyrazol-1-yl)aniline BrC=1C=CC=C2N=CC(=NC12)C=1C=NN(C1)C=1C=C(N)C=CC1